1,4-dithienoyl-2,5-dibromobenzene S1C(=CC=C1)C(=O)C1=C(C=C(C(=C1)Br)C(=O)C=1SC=CC1)Br